ClC1=CC=2C=3C=CC(=CC3N(C(N(C2N=C1)CC)=O)C1=C(C=C(C=C1F)N1CCN(CC1)CCO)F)C#N 4-chloro-10-{2,6-difluoro-4-[4-(2-hydroxyethyl)piperazin-1-yl]phenyl}-8-ethyl-9-oxo-6,8,10-triazatricyclo[9.4.0.02,7]pentadeca-1(11),2(7),3,5,12,14-hexaene-13-carbonitrile